C(C)(C)OC(=O)N=NC(=O)OC(C)C diisopropyl-azodicarboxylate